2-(2,4-dimethoxyphenyl)-4-[[phenylsulfonyl]oxy]-5-amino-3(2H)-furanone COC1=C(C=CC(=C1)OC)C1OC(=C(C1=O)OS(=O)(=O)C1=CC=CC=C1)N